acetylpentanoyl-(2,3-heptanedione) C(C)(=O)CCCCC(=O)CC(C(CCCC)=O)=O